3-amino-2-chloro-4-(difluoromethoxy)-N-(1-methyltetrazol-5-yl)benzamide NC=1C(=C(C(=O)NC2=NN=NN2C)C=CC1OC(F)F)Cl